BrC=1C=C(C=NC1Cl)S(=O)(=O)N1CCC2(C[C@H](CO2)NC[C@@H](COC2=CC(=CC=C2)S(=O)(=O)C2(CC2)CO)O)CC1 (S)-1-((R)-8-(5-bromo-6-chloropyridin-3-ylsulfonyl)-1-oxa-8-azaspiro[4.5]decan-3-ylamino)-3-(3-(1-(hydroxymethyl)cyclopropylsulfonyl)phenoxy)propan-2-ol